(1S,2S)-2-((4'-(1-(4-methylpiperazin-1-yl)cyclopropyl)-[1,1'-biphenyl]-4-ylmethoxy)cyclopentyl)-nicotinamide CN1CCN(CC1)C1(CC1)C1=CC=C(C=C1)C1=CC=C(C=C1)COC1(CCCC1)C1=C(C(=O)N)C=CC=N1